(S)-6-(6-fluoro-1H-indol-3-yl)methyl-5-azaspiro[2.4]heptane-5-carboxylic acid benzyl ester C(C1=CC=CC=C1)OC(=O)N1CC2(CC2)C[C@H]1CC1=CNC2=CC(=CC=C12)F